C1(CC1)C1=CC=C(C=N1)C1=CC=C2C(C(COC2=C1)(C)C)NC(O[C@@H]1CN2CCC1CC2)=O (S)-quinuclidin-3-yl (7-(6-cyclopropylpyridin-3-yl)-3,3-dimethylchroman-4-yl)carbamate